tributyl-(t-butylsulfanyl)stannane C(CCC)[Sn](SC(C)(C)C)(CCCC)CCCC